CCCC(CCCCC=CCC)O dodeca-9-en-4-ol